4-(4-fluorophenyl)-N-((1-isobutylpyrrolidin-3-yl)methyl)-3,4-dihydroquinoxaline-1(2H)-carboxamide FC1=CC=C(C=C1)N1CCN(C2=CC=CC=C12)C(=O)NCC1CN(CC1)CC(C)C